N-(2-ethyl-8-fluoroimidazo[1,2-a]pyridin-6-yl)-1,1-diphenylmethanimine C(C)C=1N=C2N(C=C(C=C2F)N=C(C2=CC=CC=C2)C2=CC=CC=C2)C1